C[C@H]1N(C[C@@H]([C@H]([C@@H]1O)O)O)CCC1=CC=C(C=C1)OC1CCOCC1 (2r,3r,4r,5s)-2-methyl-1-(4-((tetrahydro-2H-pyran-4-yl)oxy)phenethyl)piperidine-3,4,5-triol